(S)-1-(1-(aminomethyl)cyclopentane-1-carbonyl)-N-(2-(2-pyridyl)-1-(phenyl)ethyl)azetidine-2-carboxamide NCC1(CCCC1)C(=O)N1[C@@H](CC1)C(=O)NC(CC1=NC=CC=C1)C1=CC=CC=C1